4-[[1-(2,6-dioxo-3-piperidyl)-3-methyl-2-oxo-benzimidazol-5-yl]methyl]-N-[5-fluoro-7-hydroxy-6-(1,1,4-trioxo-1,2,5-thiadiazolidin-2-yl)-2-naphthyl]piperidine-1-carboxamide O=C1NC(CCC1N1C(N(C2=C1C=CC(=C2)CC2CCN(CC2)C(=O)NC2=CC1=CC(=C(C(=C1C=C2)F)N2S(NC(C2)=O)(=O)=O)O)C)=O)=O